BrC1=CC2=C(C=N1)C(=CN2)CCO 2-(6-bromo-1H-pyrrolo[3,2-c]pyridin-3-yl)ethanol